C(C)(=O)OC1CC2=CC[C@H]3[C@@H]4CCC([C@@]4(C)CC[C@@H]3[C@]2(CC1)C)=O 3-Acetoxy-17-oxo-5-androstene